FC(C=1OC(C2=C(N1)C=CC=C2)=O)(F)F 2-(trifluoromethyl)-4H-benzo[d][1,3]oxazin-4-one